FC=1C=NC2=C(C=CC=C2C1)COC1=CC=CC(=N1)C1CCN(CC1)C (4-(6-((3-fluoroquinolin-8-yl)methoxy)pyridin-2-yl)piperidin-1-yl)methan